3,5-dichloro-2,6-dihydroxybenzoic acid ClC=1C(=C(C(=O)O)C(=C(C1)Cl)O)O